4-(4-(5-isopropyl-6-(8-methyl-[1,2,4]triazolo[1,5-a]pyridin-6-yl)-1H-indazol-3-yl)cyclohexyl)morpholine C(C)(C)C=1C=C2C(=NNC2=CC1C=1C=C(C=2N(C1)N=CN2)C)C2CCC(CC2)N2CCOCC2